Cl.C(C)N(CCOC(=O)C=1N2C(C(C2SCC1)(NC(CC=1SC=CC1)=O)OC)=O)CC 7-methoxy-8-oxo-7-[(2-thienylacetyl)amino]-5-thia-1-azabicyclo[4.2.0]oct-2-ene-2-carboxylic acid 2-diethylaminoethyl ester hydrochloride